trans-2-((2-(1H-1,2,3-triazol-4-yl)cyclopropyl)methyl)-3-((4-chloro-1-methyl-1H-pyrazol-5-yl)methyl)isoindolin-1-one N1N=NC(=C1)[C@H]1[C@@H](C1)CN1C(C2=CC=CC=C2C1CC1=C(C=NN1C)Cl)=O